(R)-4-chloro-2-[4-(4-chlorophenyl)-piperazine-1-yl]-6,7-dihydrothieno[3,2-d]pyrimidine ClC=1C2=C(N=C(N1)N1CCN(CC1)C1=CC=C(C=C1)Cl)CCS2